CN1C(C(=CC2=C(N=C(C=C12)N1CCOCC1)C=1C=CC=C2C=C(N=CC12)C=1C=CC(=NC1)C(=O)NCC#CC=1C=CC2=C(C(=CO2)C2C(NC(CC2)=O)=O)C1)C)=O 5-(8-(1,3-dimethyl-7-morpholino-2-oxo-1,2-dihydro-1,6-naphthyridin-5-yl)isoquinolin-3-yl)-N-(3-(3-(2,6-dioxopiperidin-3-yl)benzofuran-5-yl)prop-2-yn-1-yl)picolinamide